4-(dimethylamino)-2,3-dimethylbenzaldehyde CN(C1=C(C(=C(C=O)C=C1)C)C)C